3-tripropoxysilylpropylamine C(CC)O[Si](CCCN)(OCCC)OCCC